1-(1-methylethyl)-N-(2-piperazin-1-yl-6-pyrrolidin-1-ylpyrimidin-4-yl)-1H-pyrazolo[4,3-c]pyridin-6-amine CC(C)N1N=CC=2C=NC(=CC21)NC2=NC(=NC(=C2)N2CCCC2)N2CCNCC2